C(C)(C)(C)OC(CC1=CC=CC=C1)=O.C1(C(CCCCCCC1)CC(=O)O)(CC(=O)O)CC(=O)O cyclononanetri-acetic acid tertiary butylphenyl-acetate